3-(3-(difluoromethyl)-5-(1-ethyl-3-(3-hydroxy-2,2-dimethylpropyl)-2-(2-((S)-1-methoxyethyl)pyridin-3-yl)-1H-indol-5-yl)phenyl)propanoic acid FC(C=1C=C(C=C(C1)C=1C=C2C(=C(N(C2=CC1)CC)C=1C(=NC=CC1)[C@H](C)OC)CC(CO)(C)C)CCC(=O)O)F